1-Methyl-N4-(4-(4-(trifluoromethyl)piperidin-1-yl)phenyl)cyclohexane-1,4-diamine CC1(CCC(CC1)NC1=CC=C(C=C1)N1CCC(CC1)C(F)(F)F)N